OC(C)C=1C=CC(=NC1)C(C#N)(C)C 2-(5-(1-hydroxyethyl)pyridin-2-yl)-2-methylpropanenitrile